L-glutamic acid potassium salt [K+].N[C@@H](CCC(=O)[O-])C(=O)[O-].[K+]